FC(C1CCN(CC1)C1=NC=CC(=N1)NC1CC2(CC(C2)OC2=C(C(=O)N)C=CC=N2)C1)(F)F 2-(((2S,4s,6S)-6-((2-(4-(trifluoro-methyl)piperidin-1-yl)pyrimidin-4-yl)amino)spiro[3.3]heptan-2-yl)oxy)nicotinamide